ClC1=C(C=C(C=C1)F)N=C(N)C1=C(C=2N(N=C1)C=C(C2)C2=C(C=C(C=C2)OC)C)N[C@H]2CC[C@H](CC2)NC(OC(C)(C)C)=O tert-butyl [cis-4-[[3-[N'-(2-chloro-5-fluorophenyl)carbamimidoyl]-6-(4-methoxy-2-methylphenyl)pyrrolo[1,2-b]pyridazin-4-yl]amino]cyclohexyl]carbamate